Pentaethylene glycol diheptyl ether C(CCCCCC)OCCOCCOCCOCCOCCOCCCCCCC